N-(5,6-dimethyl-3-pyridyl)-2-[(2R,5S)-2-(1H-Indazol-5-yl)-5-methyl-1-piperidyl]-2-oxo-acetamide CC=1C=C(C=NC1C)NC(C(=O)N1[C@H](CC[C@@H](C1)C)C=1C=C2C=NNC2=CC1)=O